1-fluoro-3-(2-isocyanatoethyl)benzene FC1=CC(=CC=C1)CCN=C=O